FC(OC=1C=C(C=CC1)C1=NN(C=2C1=NC=C(C2)C(=O)N[C@]2(COCC2)[C@H](C)O)C(C)C)F 3-(3-(difluoromethoxy)phenyl)-N-((R)-3-((S)-1-hydroxyethyl)tetrahydrofuran-3-yl)-1-isopropyl-1H-pyrazolo[4,3-b]pyridine-6-carboxamide